(3S)-5-({1-[(aminomethyl)amino]-2-oxovinyl}amino)-3-{2-[(pyrrolidin-1-yl)methyl]-1H-indol-3-yl}-2,3-dihydro-1H-isoindol-1-one NCNC(=C=O)NC=1C=C2[C@H](NC(C2=CC1)=O)C1=C(NC2=CC=CC=C12)CN1CCCC1